BrC1=C(C=CC(=C1)OC(F)(F)F)F 2-Bromo-1-fluoro-4-(trifluoro-methoxy)-benzene